C(C)(C)(C)C1=CC(=NN1[C@H]1CN(CC1)CCF)NC=1N(C=2C(=NC=C(C2C(F)F)OC=2C=NN3C2C=NC=C3)N1)C (R)-N-(5-(tert-butyl)-1-(1-(2-fluoroethyl)pyrrolidin-3-yl)-1H-pyrazol-3-yl)-7-(difluoromethyl)-1-methyl-6-(pyrazolo[1,5-a]pyrazin-3-yloxy)-1H-imidazo[4,5-b]pyridin-2-amine